[C+4].[O-]P([O-])(=O)OP(=O)([O-])[O-].[Na+] sodium pyrophosphate carbon